COC1=C(C(=O)O)C(=CC(=C1)OC)NCC1=CC=C(C=C1)F 2,4-dimethoxy-6-[(4-fluorobenzyl)amino]benzoic acid